4-ethynyl-4'-nitrostilbene C(#C)C1=CC=C(C=C1)C=CC1=CC=C(C=C1)[N+](=O)[O-]